C(C1=CC=CC=C1)OCN1N=CC(=C(C1=O)Cl)NCCO 2-((benzyloxy)methyl)-4-chloro-5-((2-hydroxyethyl)amino)pyridazin-3(2H)-one